(R,S)-N-(2-fluorobenzyl)-2-(2,5-dioxopyrrolidin-1-yl-3,3,4,4-d4)propanamide FC1=C(CNC([C@@H](C)N2C(C(C(C2=O)([2H])[2H])([2H])[2H])=O)=O)C=CC=C1